C(C)(C)(C)C=1OC2=C(C1COC1=C(C=CC=C1)CC(=O)OCC)C=C(C=C2[N+](=O)[O-])Br tert-butyl-5-bromo-3-((2-(2-ethoxy-2-oxoethyl)phenoxy)methyl)-7-nitrobenzofuran